FC1=CC=C(C=2C=NN(C12)CCS(=O)(=O)C)N 7-fluoro-1-(2-methylsulfonylethyl)indazol-4-amine